[4-(dimethylamino)-N-(hex-5-en-1-yl)butyramide] octadecenoate C(C=CCCCCCCCCCCCCCCC)(=O)O.CN(CCCC(=O)NCCCCC=C)C